N-(3-chloro-5-(methylsulfonylamino)phenyl)-4-(5-(1,1-difluoro-6-azaspiro[2.5]oct-6-yl)-3-fluoropyridin-2-yl)-5-methylthiophene-2-carboxamide ClC=1C=C(C=C(C1)NS(=O)(=O)C)NC(=O)C=1SC(=C(C1)C1=NC=C(C=C1F)N1CCC2(CC2(F)F)CC1)C